tert-Butyl (1-(4-(2-(2-aminopyridin-3-yl)-5-(3-fluorophenyl)-3H-imidazo[4,5-b]pyridin-3-yl)benzyl)piperidin-4-yl)carbamate NC1=NC=CC=C1C1=NC=2C(=NC(=CC2)C2=CC(=CC=C2)F)N1C1=CC=C(CN2CCC(CC2)NC(OC(C)(C)C)=O)C=C1